COC(=O)C1=CN(C2=CC=CC(=C12)Cl)CCC[C@H]1NCCC[C@@H]1O 4-chloro-1-(3-((2R,3S)-3-hydroxypiperidin-2-yl)propyl)-1H-indole-3-carboxylic acid methyl ester